1,2-dihydroquinoline-6-carbonitrile N1CC=CC2=CC(=CC=C12)C#N